ClC1=CC=C2C(C(NC2=C1)=O)=O 6-chloroindole-2,3-dione